(2-phenylbenzoxazol-6-yl)boric acid C1(=CC=CC=C1)C=1OC2=C(N1)C=CC(=C2)OB(O)O